C[C@H](CCCC(C)C)[C@H]1CC[C@@H]2[C@@]1(CC[C@H]3[C@H]2CC[C@@H]4[C@@]3(CCC(=O)C4)C)C 5alpha-cholestanone